[Ag].[Zn].OC1=C(C=C(C=2C([C@@H]([C@H](OC12)C1=CC(O)=C(O)C=C1)O)=O)O)O 8-hydroxy-dihydroquercetin zinc-silver